CC=1C(=NC=C(C1)C=1C=C2CCNC2=CC1C(F)F)C(=O)O.OC(=O)[C@@H]([C@@](O)([C@](O)(CO)C(C)=O)C(C)=O)C(F)(F)F 1-hydroxy-2-deoxy-2-trifluoromethyl-3,4-di(acetyl)xylose methyl-5-(6-(difluoromethyl)indolin-5-yl)picolinate